2-(6-(1,4-Dimethyl-1H-1,2,3-triazol-5-yl)-1-methyl-4-(phenyl-(tetrahydro-2H-pyran-4-yl)methyl)-1,4-dihydropyrazolo[3',4':4,5]pyrrolo[3,2-b]pyridin-3-yl)propan-2-ol CN1N=NC(=C1C=1C=C2C(=NC1)C1=C(N2C(C2CCOCC2)C2=CC=CC=C2)C(=NN1C)C(C)(C)O)C